methyl-1-(3-methylbutan-2-yl)-1H-pyrazole CC1=NN(C=C1)C(C)C(C)C